4-vinylphenylacetylene C(=C)C1=CC=C(C=C1)C#C